methyl-1-(3-fluorophenylmethyl)piperidine hydrochloride Cl.CC1N(CCCC1)CC1=CC(=CC=C1)F